6-methyl-4-(1-methyl-3-(6-methylpyridazin-4-yl)-1H-pyrazol-4-yl)-1H-pyrazolo[3,4-b]pyridine CC1=CC(=C2C(=N1)NN=C2)C=2C(=NN(C2)C)C2=CN=NC(=C2)C